O=C(CCCCCCCCCCCCC)N1C(CCCCC1)=O N-(1-oxotetradecyl)-hexahydro-2-oxo-1H-azepine